ClCCl.[Pd+2] palladium(II) dichloro-methane